OCCCN(CCCCN(CCCC(=O)[O-])CCCC(=O)OCCCCCCCCCCCCCCCCCCCCC)CCCC(OCCCCCCCCCCC)=C=O Heneicosyl 4,4'-((4-((3-hydroxypropyl)(4-carbonyl-4-(undecyloxy)butyl)amino)butyl)azanediyl)dibutyrate